NC=1C=C(C=C2C=C(N=CC12)NC(=O)[C@H]1[C@@H](C1)C#N)C=1C=C(C(=O)NC)C=CC1C |r| (±)-trans-3-(8-amino-3-(2-cyanocyclopropanecarboxamido)isoquinolin-6-yl)-N,4-dimethylbenzamide